4-bromo-2-(carboxymethyl)benzoic acid BrC1=CC(=C(C(=O)O)C=C1)CC(=O)O